9-([1,1'-biphenyl]-3-yl)-9H,9'H-3,3'-bicarbazole C1(=CC(=CC=C1)N1C2=CC=CC=C2C=2C=C(C=CC12)C=1C=CC=2NC3=CC=CC=C3C2C1)C1=CC=CC=C1